2-(1,1''-bis((2-(trimethylsilyl)ethoxy)methyl)-1H,1'H,1''H-[2,2':5',2''-terpyrrol]-1'-yl)acetic acid C[Si](CCOCN1C(=CC=C1)C=1N(C(=CC1)C=1N(C=CC1)COCC[Si](C)(C)C)CC(=O)O)(C)C